6-amino-5-fluoro-1-(3-hydroxy-3-methyl-butyl)-3-methyl-benzimidazol-2-one NC=1C(=CC2=C(N(C(N2C)=O)CCC(C)(C)O)C1)F